[Br-].N1(CCCCC1)C(=O)OCC ethyl piperidinecarboxylate bromide